N-(3-amino-propyl)piperidine NCCCN1CCCCC1